(E)-1-(4-bromo-3-chlorobut-1-en-1-yl)-4-chlorobenzene BrCC(/C=C/C1=CC=C(C=C1)Cl)Cl